methyl N-[5-[6-(5-methyl-3,4-dihydro-2H-quinoline-1-carbonyl)imidazo[1,2-a]pyridin-3-yl]-2-pyridyl]carbamate CC1=C2CCCN(C2=CC=C1)C(=O)C=1C=CC=2N(C1)C(=CN2)C=2C=CC(=NC2)NC(OC)=O